BrC1=C(C=2C(NC(CC2N1)(C)C)=O)C1=CC=C(C=C1)Cl 2-bromo-3-(4-chlorophenyl)-6,6-dimethyl-1,5,6,7-tetrahydro-4H-pyrrolo[3,2-c]pyridin-4-one